C(#N)C=1C(=NC=C(C1)C(F)(F)F)OC1CCN(CC1)C(=O)OC(C)(C)C tert-butyl 4-((3-cyano-5-(trifluoromethyl)pyridin-2-yl)oxy)piperidine-1-carboxylate